C(#N)C1C(=C(C(=O)N)C=C(C1(C(=O)N)C#N)C1=CC=CC=C1)C1=CC=CC=C1 3,4-dicyano-diphenyl-terephthalamide